C(C)(=O)[O-].C(C)(=O)[O-].[Te+2] tellurium diacetate